(S)-3-((bis(benzyloxy)phosphoryl)oxy)-2-methylpropyl (chloromethyl) carbonate C(OC[C@@H](COP(=O)(OCC1=CC=CC=C1)OCC1=CC=CC=C1)C)(OCCl)=O